BrC=1C=CC2=C(CN(S2(=O)=O)CC2CCC2)C1F 5-bromo-2-(cyclobutylmethyl)-4-fluoro-2,3-dihydrobenzo[d]isothiazole 1,1-dioxide